OC1(C(N(CCC1)S(=O)(=O)C1=CC=C(C=C1)[N+](=O)[O-])C(=O)OC(C)(C)C)C tert-butyl 3-hydroxy-3-methyl-1-((4-nitrophenyl)sulfonyl)piperidine-2-carboxylate